tert-butyl (1-(3-(4-(2-(2,6-dioxopiperidin-3-yl)-1,3-dioxoisoindolin-4-yl)piperazin-1-yl)propanoyl)piperidin-3-yl)carbamate O=C1NC(CCC1N1C(C2=CC=CC(=C2C1=O)N1CCN(CC1)CCC(=O)N1CC(CCC1)NC(OC(C)(C)C)=O)=O)=O